FC1=C(C=CC(=C1)F)C1=C(C(=CN1S(=O)(=O)C1=NC(=CC=C1)C)CNC)OC 1-(5-(2,4-Difluorophenyl)-4-methoxy-1-((6-methylpyridin-2-yl)sulfonyl)-1H-pyrrol-3-yl)-N-methylmethanamine